COC1CN(C1)C1=C2C(=NC=C1)N(N=C2CNC(C=C)=O)C2=CC=C(C=C2)OC(F)(F)F N-((4-(3-methoxyazetidin-1-yl)-1-(4-(trifluoromethoxy)phenyl)-1H-pyrazolo[3,4-b]pyridin-3-yl)methyl)acrylamide